di(t-hexylperoxy)-3,3,5-trimethylcyclohexane C(C)(C)(CCC)OOC1(CC(CC(C1)C)(C)C)OOC(C)(C)CCC